N1N=CC2=CC=C3C(=C12)NC=C3 1,8-dihydropyrrolo[3,2-g]Indazole